benzofuran-2-sulfinic acid lithium salt [Li+].O1C(=CC2=C1C=CC=C2)S(=O)[O-]